3-(6-bromo-1-methyl-1H-benzo[d]imidazol-2-yl)propionitrile BrC=1C=CC2=C(N(C(=N2)CCC#N)C)C1